2-(Benzo[d]oxazol-2-yl)-2,7-diazaspiro[4.5]decane-6,8-dione O1C(=NC2=C1C=CC=C2)N2CC1(CC2)C(NC(CC1)=O)=O